(2S,3S,4S,5R)-N-(4-carbamoyl-2-methoxyphenyl)-4-(3-chloro-2-fluorophenyl)-2-neopentyl-6'-(trifluoromethyl)-1',2'-dihydrospiro[pyrrolidine-3,3'-pyrrolo[3,2-c]pyridine]-5-carboxamide C(N)(=O)C1=CC(=C(C=C1)NC(=O)[C@H]1[C@@H]([C@]2(CNC3=C2C=NC(=C3)C(F)(F)F)[C@@H](N1)CC(C)(C)C)C1=C(C(=CC=C1)Cl)F)OC